N-(4-(4-amino-5-(3-amino-5-fluoro-4-(pyridin-2-yloxy)phenyl)-7-methyl-7H-pyrrolo[2,3-d]pyrimidin-6-yl)phenyl)methacrylamide NC=1C2=C(N=CN1)N(C(=C2C2=CC(=C(C(=C2)F)OC2=NC=CC=C2)N)C2=CC=C(C=C2)NC(C(=C)C)=O)C